3-chloro-2-[4-(trifluoromethyl)-1-piperidyl]aniline ClC=1C(=C(N)C=CC1)N1CCC(CC1)C(F)(F)F